1-(difluoromethyl)pyrazole-4-carbaldehyde FC(N1N=CC(=C1)C=O)F